6-(5H-imidazo[5,1-a]isoindol-5-yl)-2,2-dimethylcyclohexan-1-one C=1N=CN2C1C1=CC=CC=C1C2C2CCCC(C2=O)(C)C